C1(CC1)C1=C(C=2C(=NC=C(C2)C(C)(C)O)N1)C=1C=C(C=NC1)C1=CC=C(C=C1)N1C(CCC1)=O 1-(4-(5-(2-cyclopropyl-5-(2-hydroxypropan-2-yl)-1H-pyrrolo[2,3-b]pyridin-3-yl)pyridin-3-yl)phenyl)pyrrolidin-2-one